FC1=C(C(=CC(=C1)C1=NC(=CC=C1)SC(C)C)F)N1CCC(CC1)CCC(=O)O 3-[1-[2,6-difluoro-4-(6-isopropylthio-2-pyridinyl)phenyl]-4-piperidinyl]propanoic acid